4-(4-(((7-Bromo-2-(2,6-dioxopiperidin-3-yl)-1,3-dioxoisoindoline-5-yl)methyl)(Methyl)amino)piperidin-1-yl)-N-(4-methyl-3-((4-(pyridin-3-yl)pyrimidin-2-yl)amino)phenyl)benzamide BrC=1C=C(C=C2C(N(C(C12)=O)C1C(NC(CC1)=O)=O)=O)CN(C1CCN(CC1)C1=CC=C(C(=O)NC2=CC(=C(C=C2)C)NC2=NC=CC(=N2)C=2C=NC=CC2)C=C1)C